C1(CCC1)CC=1C(=NC=C(C1)F)C1=CNC=C(C1=O)C(=O)O (cyclobutylmethyl)-5-fluoro-4'-oxo-1',4'-dihydro-[2,3'-bipyridine]-5'-carboxylic acid